C(C)(C)(C)N(C(O)=O)C12CC(C1)(C2)C(NC2=CC(=C(C=C2)Cl)Cl)=O.CC=2C=C(C=C(C2)C)C=2C=C(SC2)C(=O)C2=CC(=C(C(=C2)OC)OC)OC (4-(3,5-dimethylphenyl)thiophen-2-yl)(3,4,5-trimethoxyphenyl)methanone Tert-butyl-(3-((3,4-dichlorophenyl)carbamoyl)bicyclo[1.1.1]pentan-1-yl)carbamate